S(N)(=O)(=O)C1=C(C=CC=C1)/C=C/C(=O)OC methyl (2E)-3-(2-sulfamoylphenyl)prop-2-enoate